4-phenyl-1-(4-(trifluoromethyl)benzyl)-2-(4-(trifluoromethyl)phenyl)-1H-imidazole C1(=CC=CC=C1)C=1N=C(N(C1)CC1=CC=C(C=C1)C(F)(F)F)C1=CC=C(C=C1)C(F)(F)F